4-(5-hydroxy-6-methoxy-4-nitrobenzo[d]thiazol-2-yl)-2-methyl-4-oxobutanoic acid OC=1C(=CC2=C(N=C(S2)C(CC(C(=O)O)C)=O)C1[N+](=O)[O-])OC